CCCCCCCCCCCC/C=C\\CCC(C(CCC(C1CCC(O1)CCCCCC(CC2=CC(OC2=O)C)O)O)O)O The molecule is a member of the class of oxolanes that is tetrahydrofuran substituted by a 6-hydroxy-7-(5-methyl-2-oxo-2,5-dihydrofuran-3-yl)heptyl group at position 2 and a (8Z)-1,4,5-trihydroxyhenicos-8-en-1-yl group at position 5. Isolated from Goniothalamus giganteus, it exhibits cytotoxic activity. It has a role as an antineoplastic agent and a plant metabolite. It is a member of oxolanes, a butenolide, a tetrol, a secondary alcohol and a polyketide.